C(C1=CC(=O)NC(=O)N1)(=O)O.C(Cl)(Cl)Cl chloroform Orotate